N[C@H]1C2N(CC1CC2)C(=O)C2=CC1=C(N(C(=N1)C1=CC=3C(=NC(=CC3)C=3C=C(C#N)C=CC3)N1CC1CC1)C)C(=C2)OC 3-(2-{5-[(7R)-7-amino-2-azabicyclo[2.2.1]heptane-2-carbonyl]-7-methoxy-1-methyl-1H-1,3-benzodiazol-2-yl}-1-(cyclopropylmethyl)-1H-pyrrolo[2,3-b]pyridin-6-yl)benzonitrile